4-{[4-(dimethylamino)phenyl]imino}cyclohexa-2,5-dien-1-one CN(C1=CC=C(C=C1)N=C1C=CC(C=C1)=O)C